C(C1=CC=CC=C1)C1=NC2=C(N1)C(=C(C=C2)Br)Cl 2-benzyl-6-bromo-7-chloro-1H-benzo[d]imidazole